(2S)-2-hydroxy-3-[(6S)-3,8,10-trifluoro-6H,11H-chromeno[4,3-b]indol-6-yl]propanamide O[C@H](C(=O)N)C[C@@H]1OC2=CC(=CC=C2C=2NC3=C(C=C(C=C3C21)F)F)F